O=C1NC(CCC1N1CC2=CC=CC(=C2C1)F)=O 2-(2,6-dioxopiperidin-3-yl)-4-fluoro-isoindoline